NC1=C(C(=NN1C1CC(C1)(C)O)C1=CC=C2C(=CC(=NC2=C1F)C1=C(C=CC=C1)F)OC)C#N 5-amino-3-(8-fluoro-2-(2-fluorophenyl)-4-methoxyquinolin-7-yl)-1-((1s,3s)-3-hydroxy-3-methylcyclobutyl)-1H-pyrazole-4-carbonitrile